(1s,4s)-4-((tosyloxy)methyl)cyclohexane-1-carboxylic acid S(=O)(=O)(C1=CC=C(C)C=C1)OCC1CCC(CC1)C(=O)O